ClC1=CC(=C(N=N1)C(=O)[O-])NC=1C=NC(=CC1)SC 6-chloro-4-((6-(methylthio)pyridin-3-yl)amino)pyridazine-3-carboxylate